C(C1=CC=CC=C1)OC(CC1(CCN(CC1)C(=O)OC(C)(C)C)O)=O tert-butyl 4-(2-benzyloxy-2-oxo-ethyl)-4-hydroxy-piperidine-1-carboxylate